COC1=NC=CC=C1C(=O)NC(C)C1=C(C=CC=C1)OC(F)(F)F methoxy-N-{1-[2-(trifluoromethoxy)phenyl]eth-yl}pyridine-3-carboxamide